CC=1C=C(C=NC1)NC(C1=CC=C(C=C1)[N+](=O)[O-])=O N-(5-methylpyridin-3-yl)-4-nitrobenzamide